6'-(benzyloxy)-3',4'-dihydro-1'H-spiro[cyclohexane-1,2'-naphthalen]-1'-one C(C1=CC=CC=C1)OC=1C=C2CCC3(C(C2=CC1)=O)CCCCC3